pyruvyl-CoA C(C(=O)C)(=O)SCCNC(CCNC([C@@H](C(COP(OP(OC[C@@H]1[C@H]([C@H]([C@@H](O1)N1C=NC=2C(N)=NC=NC12)O)OP(=O)(O)O)(=O)O)(=O)O)(C)C)O)=O)=O